CC1=NC(=CC2=C1CC(C2)C(=O)OC)OS(=O)(=O)C(C(C(C(F)(F)F)(F)F)(F)F)(F)F methyl 1-methyl-3-(((perfluorobutyl)sulfonyl)oxy)-6,7-dihydro-5H-cyclopenta[c]pyridine-6-carboxylate